dibenzyltin diacetate C(C)(=O)[O-].C(C)(=O)[O-].C(C1=CC=CC=C1)[Sn+2]CC1=CC=CC=C1